(R)-4-chloro-6-((1-(2-((4-methoxybenzyl)amino)pyridin-3-yl)ethyl)(methyl)amino)-2-(methylsulfonyl)pyrimidine-5-carbonitrile ClC1=NC(=NC(=C1C#N)N(C)[C@H](C)C=1C(=NC=CC1)NCC1=CC=C(C=C1)OC)S(=O)(=O)C